NC1=NC(=NC(=C1)N)C=1N=C(SC1)N(C=1C=C(C=CC1C)C1=CC=C(C=C1)S(=O)(=O)N)CCC 3'-((4-(4,6-Diaminopyrimidin-2-yl)thiazol-2-yl)(propyl)amino)-4'-methyl-[1,1'-biphenyl]-4-sulfonamide